O=C1C(N(C(CN1)=O)C#CC)=CC1=CC=C(C(=O)OC(C)(C)C)C=C1 tert-butyl 4-((3,6-dioxo-1-(propynyl)piperazine-2-ylidene)methyl)benzoate